1-(2-(dimethylamino)-1-(3-iodophenyl)ethyl)-4-(5-morpholinyl-1-tosyl-1H-pyrrolo[2,3-b]pyridin-3-yl)pyridin-2(1H)-one CN(CC(C1=CC(=CC=C1)I)N1C(C=C(C=C1)C1=CN(C2=NC=C(C=C21)N2CCOCC2)S(=O)(=O)C2=CC=C(C)C=C2)=O)C